N-(4-(1-Ethyl-3-(pyridin-3-yl)-1H-pyrazol-4-yl)pyrimidin-2-yl)-3-(2-methoxyethyl)-2,3,4,5-tetrahydro-1H-benzo[d]azepin-7-amine C(C)N1N=C(C(=C1)C1=NC(=NC=C1)NC1=CC2=C(CCN(CC2)CCOC)C=C1)C=1C=NC=CC1